Cl.C(C)OC([C@H](NCC1=C(C=C(C(=C1)Cl)OCC=1C(=C(C=CC1)C1=CC=CC=C1)F)OCC1=CC=2C(=NON2)C=C1)CO)=O (2-(benzo[c][1,2,5]oxadiazol-5-ylmethoxy)-4-((2-fluoro-[1,1'-biphenyl]-3-yl)methoxy)-5-chlorobenzyl)-D-serine ethyl ester hydrochloride